N-({4-[7-cyano-4-(4-oxocyclohexyl)-1H-indazol-6-yl]phenyl}methyl)-5-fluoro-2-methoxybenzamide C(#N)C=1C(=CC(=C2C=NNC12)C1CCC(CC1)=O)C1=CC=C(C=C1)CNC(C1=C(C=CC(=C1)F)OC)=O